OC(C)(C)C1CN(CCC1)C(=O)OC(C)(C)C tert-butyl 3-(1-hydroxy-1-methyl-ethyl)piperidine-1-carboxylate